Bis(4-mercaptophenyl)sulfone SC1=CC=C(C=C1)S(=O)(=O)C1=CC=C(C=C1)S